C(C)N(C1CCN(CC1)C1=CC(=C(C=C1)N1C(=NC(=C1)C1=NC(=NC=C1C(F)(F)F)NC1CCN(CC1)S(=O)(=O)C)C)F)CC 4-(1-(4-(4-(Diethylamino)piperidin-1-yl)-2-fluorophenyl)-2-methyl-1H-imidazol-4-yl)-N-(1-(methylsulfonyl)piperidin-4-yl)-5-(trifluoromethyl)pyrimidin-2-amine